C(C)(=O)OC1C(OCC(C1OC(C)=O)OC(C)=O)C(=O)[O-] 3,4,5-triacetoxy-tetrahydropyran-2-carboxylate